COC=1C(=CC2=CN(N=C2C1)C1CCC(CC1)CN1CCNCC1)C=1C(=NC(=CC1)C(F)(F)F)C(=O)N (6-methoxy-2-((1r,4r)-4-(piperazin-1-ylmethyl)cyclohexyl)-2H-indazol-5-yl)-6-(trifluoromethyl)picolinamide